triazolotriazole C12=NN=NC1=NN=N2